[Eu].C(C)(=O)N1CCN(CCN(CCN(CC1)CC(=O)O)CC(=O)O)CC(=O)O (4-acetyl-7,10-bis(carboxymethyl)-1,4,7,10-tetraazacyclododecan-1-yl)acetic acid europium